O1C(=CC=C1)C1=NN2C(N=C(N=C2N)NCCC=2C=NC(=CC2)C=2N=NN(N2)C)=N1 2-(furan-2-yl)-N5-(2-(6-(2-methyl-2H-tetrazol-5-yl)pyridin-3-yl)ethyl)-[1,2,4]triazolo[1,5-a][1,3,5]triazine-5,7-diamine